C(C)OC(CCCCCCCCC(CCCCCCO)O)=O Ethyl-10,16-dihydroxyhexadecanoat